CC1=NN(C=C1N)C1CCOCC1 Methyl-1-(oxan-4-yl)pyrazol-4-amine